(R)-9-formyl-N,N-dimethyl-2-(2-methylmorpholino)-4-oxo-4H-pyrido[1,2-a]pyrimidine-7-carboxamide C(=O)C1=CC(=CN2C1=NC(=CC2=O)N2C[C@H](OCC2)C)C(=O)N(C)C